C1(=CC=C(C=C1)[C@@]1(CC[C@@]2([C@H]3CC[C@@]4([C@H](CC[C@H]4[C@@H]3[C@@H](C[C@@H]2C1)OC(C)=O)[C@@H](CCC(=O)O)C)C)C)OCC=C)C1=CC=CC=C1 (R)-4-((3S,5R,7R,8R,9S,10S,13R,14S,17R)-3-([1,1'-biphenyl]-4-yl)-7-acetoxy-3-(allyloxy)-10,13-dimethylhexadecahydro-1H-cyclopenta[a]phenanthren-17-yl)pentanoic acid